(+/-)-trans-tert-Butyl 3-(4-Bromophenyl)-4-{[(3-oxoisoindolin-5-yl)oxy]methyl}pyrrolidine-1-carboxylate BrC1=CC=C(C=C1)[C@@H]1CN(C[C@H]1COC=1C=C2C(NCC2=CC1)=O)C(=O)OC(C)(C)C |r|